(Z)-2-(6-bromoquinolin-4-yl)-3-(dimethylamino)-1-(6-methylpyridin-2-yl)prop-2-en-1-one BrC=1C=C2C(=CC=NC2=CC1)/C(/C(=O)C1=NC(=CC=C1)C)=C/N(C)C